benzyl ((1S)-(6-(((5R)-1-(4-methoxybenzyl)-3-methyl-2-oxo-5-(trifluoromethyl)piperidin-3-yl)methyl)imidazo[1,2-b]pyridazin-2-yl)((1r,4S)-4-methylcyclohexyl)methyl)carbamate COC1=CC=C(CN2C(C(C[C@H](C2)C(F)(F)F)(C)CC=2C=CC=3N(N2)C=C(N3)[C@H](C3CCC(CC3)C)NC(OCC3=CC=CC=C3)=O)=O)C=C1